6-chloro-1-(oxetan-3-yl)-1H-pyrrolo[2,3-b]pyridine-4-carbaldehyde ClC=1C=C(C2=C(N1)N(C=C2)C2COC2)C=O